C(#N)[C@H](C[C@H]1C(NCC1)=O)NC([C@H](CC1CC1)NC(=O)C1=NC2=C(N1)C(=CC=C2)OC)=O N-[(1S)-2-[[(1S)-1-cyano-2-[(3S)-2-oxopyrrolidin-3-yl]ethyl]amino]-1-(cyclopropylmethyl)-2-oxo-ethyl]-7-methoxy-1H-benzimidazole-2-carboxamide